C(C1=CC=CC=C1)OC(=O)N1[C@H](C[C@H](C1)O)C(=O)O (2R,4r)-1-((benzyloxy)carbonyl)-4-hydroxypyrrolidine-2-carboxylic acid